C(C1=CC=CC=C1)OC(=O)N1CCC(CC1)C1=CC=C(C=C1)N1CCC(CC1)C1OCCO1.O1C(OCC1)C1CCN(CC1)C1=CC=C(C=C1)C1CCNCC1 4-(1,3-Dioxolan-2-yl)-1-[4-(piperidin-4-yl)phenyl]piperidine Benzyl-4-{4-[4-(1,3-dioxolan-2-yl)piperidin-1-yl]phenyl}piperidine-1-carboxylate